1-(3-bromo-2-methyl-pyridin-4-yl)-5-trifluoromethyl-1H-pyrazole-4-carboxylic acid BrC=1C(=NC=CC1N1N=CC(=C1C(F)(F)F)C(=O)O)C